NC[C@@H](C1=CC(=CC=C1)Cl)NC(=O)C=1N=CN(C1)C1=NC(=NC=C1C)NC1CCOCC1 |r| Racemic-N-(2-amino-1-(3-chlorophenyl)ethyl)-1-(5-methyl-2-((tetrahydro-2H-pyran-4-yl)-amino)pyrimidin-4-yl)-1H-imidazole-4-carboxamide